O=C1N(C(C2=CC=CC=C12)=O)C[C@@H]1CN(CC(N1C)=O)C(=O)OCC1=CC=CC=C1 1-benzyl (R)-3-((1,3-dioxoisoindolin-2-yl)methyl)-4-methyl-5-oxopiperazine-1-carboxylate